HOMOARGININAMIDE N[C@@H](CCCCNC(N)=N)C(=O)N